1-(3-(aminomethyl)phenyl)N-(5-((4-cyanophenyl)(cyclopropyl-methylamino)methyl)-2-fluorophenyl)-3-(trifluoromethyl)-1H-pyrazole-5-carboxamide NCC=1C=C(C=CC1)N1N=C(C=C1C(=O)NC1=C(C=CC(=C1)C(N(C)C1CC1)C1=CC=C(C=C1)C#N)F)C(F)(F)F